((1,2,3,5,6,7-hexahydro-s-indacen-4-yl)carbamoyl)((6-methyl-4,5,6,7-tetrahydrofuro[2,3-c]pyridin-2-yl)sulfonyl)amine sodium salt [Na].C1CCC2=C(C=3CCCC3C=C12)NC(=O)NS(=O)(=O)C1=CC2=C(CN(CC2)C)O1